BrC=1C(N(C=C2C(=NN(C(C21)=O)C)N[C@H](C)C2=C(C(=CC=C2)C(F)(F)F)C)C2CC2)=O (R)-8-bromo-6-cyclopropyl-2-methyl-4-((1-(2-methyl-3-(trifluoromethyl)phenyl)ethyl)amino)-2,6-dihydropyrido[3,4-d]pyridazine-1,7-dione